CNC(=O)N1CC(C1)N1N=C2N(C(N(CC2=C1)C1CCN(CC1)C1=C(C=CC=C1C)F)=O)CC1=C(C=CC=C1)C(F)(F)F 3-[5-[1-(2-Fluoro-6-methyl-phenyl)-piperidin-4-yl]-6-oxo-7-(2-trifluoromethylbenzyl)-4,5,6,7-tetrahydro-pyrazolo[3,4-d]pyrimidin-2-yl]-azetidine-1-carboxylic acid methylamide